BrC=1C=C(C=C(C(=O)OCCC)C#N)C=CC1 n-propyl 3-bromo-α-cyanocinnamate